FC(C=1C(=C(C=CC1)[C@@H](C)NC=1C2=C(N=C(N1)C)C=NC(=C2)N2C[C@@H](CC2)NC(C)=O)F)F N-[(3R)-1-[4-[[(1R)-1-[3-(difluoromethyl)-2-fluoro-phenyl]ethyl]amino]-2-methyl-pyrido[3,4-d]pyrimidin-6-yl]pyrrolidin-3-yl]acetamide